FC1=C(C=C2C=CN(C(C2=C1)=O)CCCC(C)OC=1C=NNC(C1C(F)(F)F)=O)C1=NC=C(C=N1)C(F)(F)F 7-fluoro-2-[4-[[6-oxo-5-(trifluoromethyl)-1H-pyridazin-4-yl]oxy]pentyl]-6-[5-(trifluoromethyl)pyrimidin-2-yl]isoquinolin-1-one